[2-[(2,6-difluoro-4-pyridyl)-[5-methyl-4-(spiro[3.4]octan-3-ylcarbamoyl)thiazol-2-yl]amino]-1-methyl-2-oxo-ethyl]ethyl carbonate C(OCCC(C(=O)N(C=1SC(=C(N1)C(NC1CCC12CCCC2)=O)C)C2=CC(=NC(=C2)F)F)C)([O-])=O